diethylene glycol 2,5-furandicarboxylate O1C(=CC=C1C(=O)O)C(=O)O.C(COCCO)O